N-(4-methoxypyrimidin-2-yl)-N-phenylacetamide COC1=NC(=NC=C1)N(C(C)=O)C1=CC=CC=C1